(S)-1-((2-oxo-4-(o-tolyl)-2H-chromen-7-yl)-D-alanyl)piperidine-3-carboxylic acid O=C1OC2=CC(=CC=C2C(=C1)C1=C(C=CC=C1)C)N[C@H](C)C(=O)N1C[C@H](CCC1)C(=O)O